4-bromo-6,12-dioxo-6,12-dihydroindolo[2,1-b]quinazoline-8-carbonitrile BrC=1C=CC=C2C(N3C(=NC12)C(C1=CC(=CC=C13)C#N)=O)=O